C(C)N[C@H]1C[C@H](N(CC1)C(=O)N1CC2(CCCC2)[C@@H](CC1)CN1C=NC(=CC1=O)C1=CC=CC=C1)C1=CC=CC=C1 3-(((R)-7-((2S,4R)-4-(ethylamino)-2-phenylpiperidine-1-carbonyl)-7-azaspiro[4.5]dec-10-yl)methyl)-6-phenylpyrimidin-4(3H)-one